C(C)C1=CC=C(C=C1)C1=CC(=CC=C1)N(C1=NC=2N(C3=CC=CC=C13)C=NN2)C N-(4'-Ethyl-[1,1'-biphenyl]-3-yl)-N-methyl-[1,2,4]triazolo[4,3-a]quinazolin-5-amine